ClC1=C(OC(C(=O)O)(C)C)C(=CC(=C1)CN1CCN(CC1)CC1=CC=C(C=C1)C(F)(F)F)Cl 2-(2,6-Dichloro-4-((4-(4-(trifluoromethyl)benzyl)piperazin-1-yl)methyl)phenoxy)-2-methylpropanoic acid